1-[3-(Trimethoxysilyl)propyl]-1,2,4-triazole CO[Si](CCCN1N=CN=C1)(OC)OC